bis(1,2,2,6,6-pentamethyl-4-piperidyl)-2-(3,5-di-tert-butyl-4-hydroxybenzyl)-2-n-butylmalonate CN1C(CC(CC1(C)C)OC(C(C(=O)OC1CC(N(C(C1)(C)C)C)(C)C)(CCCC)CC1=CC(=C(C(=C1)C(C)(C)C)O)C(C)(C)C)=O)(C)C